Cl.NC(C(=O)N1CC(N(CC1)C(=O)NC1=NC(N(C=C1)C1=CC=C(C=C1)CN1CCC(CC1)N)=O)C1=CC=CC=C1)(C)C 4-(2-Amino-2-methylpropanoyl)-N-(1-(4-((4-aminopiperidin-1-yl)methyl)phenyl)-2-oxo-1,2-dihydropyrimidin-4-yl)-2-phenylpiperazine-1-carboxamide hydrochloride salt